1-(4-(1-(2,6-dichlorophenyl)azetidin-3-yl)-2,6-dimethylbenzyl)-4-methyl-piperidine-4-carboxylic acid, formic acid salt C(=O)O.ClC1=C(C(=CC=C1)Cl)N1CC(C1)C1=CC(=C(CN2CCC(CC2)(C(=O)O)C)C(=C1)C)C